C(C)(C)(C)OC(=O)C1=CC=C(COCCCN2N=NC3=C2C=CC(=C3C)C(CC(=O)OCC)C3=CC(=C2CCN(CC2=C3)C(=O)OC(C)(C)C)C)C=C1 tert-butyl 7-(1-(1-(3-((4-(tert-butoxycarbonyl)benzyl)oxy)propyl)-4-methyl-1H-benzo[d][1,2,3]triazol-5-yl)-3-ethoxy-3-oxopropyl)-5-methyl-3,4-dihydroisoquinoline-2(1H)-carboxylate